CCCCCCCCCCCCCCCCCCCCCCCC(=O)N[C@@H](CO)[C@@H](CCCCCCCCCCC(C)CC)O The molecule is a dihydroceramide obtained by formal condensation of the carboxy group of tetracosanoic acid with the amino group of 14-methylhexadecasphinganine. It is a metabolite of the nematode Caenorhabditis elegans. It has a role as a Caenorhabditis elegans metabolite. It is a dihydroceramide and a N-(very-long-chain fatty acyl)-sphingoid base. It derives from a tetracosanoic acid.